Cl.NCC1=CC=2C=NC=CC2N1C(=O)OC(C)(C)C tert-butyl 2-(aminomethyl)-1H-pyrrolo[3,2-c]pyridine-1-carboxylate hydrochloride